4-(4-aminostyryl)-N,N-dimethylaniline NC1=CC=C(C=CC2=CC=C(N(C)C)C=C2)C=C1